COC1=NC2=CC(=CC(=C2N=C1)C=1SC2=C(N1)C(=CC1=C2OC[C@@H](O1)CO)C)C (S)-(2-(2-methoxy-7-methylquinoxalin-5-yl)-4-methyl-7,8-dihydro-[1,4]dioxino[2',3':3,4]benzo[1,2-d]thiazol-7-yl)methanol